sodium succinic acid mono-octadecanoyl amide C(CCCCCCCCCCCCCCCCC)(=O)NC(CCC(=O)O)=O.[Na]